FC1=CC=2N(C3=CC=CC=C3C2C=C1F)CC1=CC=C(CP(O)(O)=O)C=C1 (4-((2,3-difluoro-9H-carbazole-9-yl)methyl)benzyl)phosphonic acid